ClC=1C=C(C=C(C1O)Cl)C(C(CC(=O)O)C)=O 4-(3,5-dichloro-4-hydroxyphenyl)-3-methyl-4-oxobutanoic acid